ClC=1C=CC(=NC1)F 5-chloro-2-fluoropyridin